tert-butyl (4S)-4-(1-hydroxypent-4-en-1-yl)-2,2-dimethyloxazolidine-3-carboxylate OC(CCC=C)[C@H]1N(C(OC1)(C)C)C(=O)OC(C)(C)C